(R)-3-bromo-N-(1-(3-fluorophenyl)ethyl)imidazo[1,2-b]pyridazin-6-amine BrC1=CN=C2N1N=C(C=C2)N[C@H](C)C2=CC(=CC=C2)F